Cl.C1N(CC12CCNCC2)C2=NC=NC=C2OC2=C(C(=O)N(C1=CC=CC=C1)C1=CC=CC=C1)C=C(C=C2)F 2-((4-(2,7-diazaspiro[3.5]nonan-2-yl)pyrimidin-5-yl)oxy)-5-fluoro-N,N-diphenylbenzamide hydrochloride